C(C=C)SSC=CCSCC1=CC=C(C=C1)C(F)(F)F 1-allyl-2-(3-((4-(trifluoromethyl)benzyl)thio)prop-1-en-1-yl)disulfane